(S)-5-(3-((1-(1H-tetrazol-1-yl)propan-2-yl)oxy)-4-chlorophenyl)-N-(3-isopropyl-1-(2-(oxetan-3-yl)-2-azaspiro[3.3]heptan-6-yl)-1H-pyrazol-4-yl)pyrimidin-2-amine N1(N=NN=C1)C[C@H](C)OC=1C=C(C=CC1Cl)C=1C=NC(=NC1)NC=1C(=NN(C1)C1CC2(CN(C2)C2COC2)C1)C(C)C